N-(6-bis(tert-butoxycarbonyl)amino-3,5-dibromopyrazin-2-yl)-6-ethoxypicolinamide C(C)(C)(C)OC(=O)N(C1=C(N=C(C(=N1)NC(C1=NC(=CC=C1)OCC)=O)Br)Br)C(=O)OC(C)(C)C